ClC1=C(C(=O)NC2=C3C=NN(C3=CC=C2)C2=CC(=NC=C2)OC)C=C(C=C1)CNC(C(C)(C)C)=O 2-Chloro-5-{[(2,2-dimethylpropionyl)amino]methyl}-N-[1-(2-methoxypyridin-4-yl)-1H-indazol-4-yl]benzamide